OC=1C=C(C2=CC3=CC=C(C=C3C=C2C1)O)C 3,6-dihydroxyl-1-methylanthracene